ClC1(C(C1)(C(=O)O)C1=CC=C(C=C1)C(C)(C)C)Cl 2,2-dichloro-1-[4-(1,1-dimethylethyl)phenyl]cyclopropanecarboxylic acid